ClC=1C=C2C(=NC(N3C2=C(C1C1=C(C=C(C=C1F)F)F)SCC3)=O)N3[C@H](CN(CC3)C(\C=C\C(F)(F)F)=O)C (S,E)-9-chloro-7-(2-methyl-4-(4,4,4-trifluorobut-2-enoyl)piperazin-1-yl)-10-(2,4,6-trifluorophenyl)-2,3-dihydro-5H-[1,4]thiazino[2,3,4-ij]quinazolin-5-one